C(N)(=O)C=1N=CC(=NC1)COC1=CC=CC(=N1)C1=CC(=C(CC2=NC3=C(N2C[C@H]2OCC2)C=C(C=C3)C(=O)O)C=C1F)F (S)-2-(4-(6-((5-carbamoylpyrazin-2-yl)methoxy)pyridin-2-yl)-2,5-difluorobenzyl)-1-(oxetan-2-ylmethyl)-1H-benzo[d]imidazole-6-carboxylic acid